C(C)(C)(CC)C1=CC2=CC=C(C=C2C=C1)C(C)(C)CC 2,6-di-tert-amyl-naphthalene